methyl (S)-4-((3-methylmorpholino)methyl)benzoate C[C@H]1COCCN1CC1=CC=C(C(=O)OC)C=C1